FC(C(=O)O)(F)F.FC(C1=CC=C(C=C1)/C=C/C[C@@H]1CNCC1)(F)F (S,E)-3-(3-(4-(trifluoromethyl)phenyl)allyl)pyrrolidine 2,2,2-trifluoroacetate